C(CCCCCCCCCCCCCCCCCCCCCCCCCCCCC)(=O)OCCCCCCCCCCCCCCCCCCC nonadecyl triacontanoate